COC1=NC(=NC(=C1OC(CF)(F)F)OC)NS(=O)(=O)C1=CNC2=CC(=CC=C12)F N-[4,6-dimethoxy-5-(1,1,2-trifluoroethoxy)pyrimidin-2-yl]-6-fluoro-1H-indole-3-sulfonamide